FC1=C(C=C(C=C1)C1=NC=CC=C1C=1C=CC2=C(N(C=N2)CCCO)C1)C 3-(6-(2-(4-Fluoro-3-methylphenyl)pyridin-3-yl)-1H-benzo[d]imidazol-1-yl)propan-1-ol